C(C)(C)(C)OC(=O)N1C2CN(CC1CC2)C=2C1=C(N=C(N2)Cl)C=C(N=C1)Cl 3-(2,7-Dichloropyrido[4,3-d]pyrimidin-4-yl)-3,8-diazabicyclo[3.2.1]octane-8-carboxylic acid tert-butyl ester